3-[3-methyl-2-oxo-4-(4-piperidyloxymethyl)benzimidazol-1-yl]piperidine CN1C(N(C2=C1C(=CC=C2)COC2CCNCC2)C2CNCCC2)=O